trans-4-(3-(1-acetyl-4-acryloyl-3-methylpiperazin-2-yl)-5-chloro-2-fluorophenyl)-6-methoxy-N-methylpicolinamide C(C)(=O)N1[C@H]([C@@H](N(CC1)C(C=C)=O)C)C=1C(=C(C=C(C1)Cl)C1=CC(=NC(=C1)OC)C(=O)NC)F